8-((6-chloropyridin-3-yl)methyl)-3-(m-tolyl)pyrido[2,3-d]pyrimidine-2,4(3H,8H)-dione ClC1=CC=C(C=N1)CN1C=CC=C2C1=NC(N(C2=O)C=2C=C(C=CC2)C)=O